C(C)(C)(C)[Si](OCC=1NC=C(N1)C(F)(F)F)(C)C tert-butyl-dimethyl-[[4-(trifluoromethyl)-1H-imidazol-2-yl]-methoxy]-silane